N-[(1-amino-6-isoquinolinyl)methyl]-4-methyl-5-[[3-(4-pyridinyloxy)azetidin-1-yl]methyl]thiophene-2-carboxamide NC1=NC=CC2=CC(=CC=C12)CNC(=O)C=1SC(=C(C1)C)CN1CC(C1)OC1=CC=NC=C1